C(C)(C)(C)OC(N[C@@H]1CN(CC1)C1=C(C=CC=2N(C(=NC21)C2CC2)C)NC2=NN(C(C=C2)=O)C2=C(C=CC=C2F)F)=O N-[(3S)-1-{2-cyclopropyl-5-[1-(2,6-difluorophenyl)-6-oxopyridazin-3-ylamino]-1-methyl-1,3-benzodiazol-4-yl}pyrrolidin-3-yl]carbamic acid tert-butyl ester